(3-(5-amino-4-oxobenzo[d][1,2,3]triazin-3(4H)-yl)-2,6-dioxopiperidin-1-yl)methyl benzoate C(C1=CC=CC=C1)(=O)OCN1C(C(CCC1=O)N1N=NC2=C(C1=O)C(=CC=C2)N)=O